5-bromo-1H-pyrazolo[3,4-b]pyridine 7-oxide BrC=1C=C2C(=[N+](C1)[O-])NN=C2